7-chloro-3-(2,6-dichloro-3,5-dimethoxyphenyl)-1-(3-methoxy-3-methylpyrrolidin-1-yl)-2,6-naphthyridine ClC1=NC=C2C=C(N=C(C2=C1)N1CC(CC1)(C)OC)C1=C(C(=CC(=C1Cl)OC)OC)Cl